C(C)(C)NC(=O)C1=CC(=NC(=C1)NC1=NN2C(C=C(C=C2)C=2N(N=CC2OC[C@@H]2N(CC2)C)C)=C1)C N-isopropyl-2-methyl-6-[[5-[2-methyl-4-[[(2R)-1-methylazetidin-2-yl]methoxy]pyrazol-3-yl]pyrazolo[1,5-a]pyridin-2-yl]amino]pyridine-4-carboxamide